di-iso-propylazodicarboxylate C(C)(C)OC(=O)N=NC(=O)OC(C)C